1-[1-(4-fluorophenyl)cyclopropyl]-N1-methyl-1,2-ethanediamine FC1=CC=C(C=C1)C1(CC1)C(CN)NC